methyl 2-(benzyl(methyl)amino)-4-hydroxy-6-methylbenzoate C(C1=CC=CC=C1)N(C1=C(C(=O)OC)C(=CC(=C1)O)C)C